4-(1H-pyrazol-4-yl)-7-(1H-pyrazol-5-yl)quinolin-2-amine N1N=CC(=C1)C1=CC(=NC2=CC(=CC=C12)C1=CC=NN1)N